N-(2-((2-(dimethylamino)ethyl)(ethyl)amino)-5-((4-(6-fluoro-1H-indol-3-yl)-5-(trifluoromethyl)pyrimidin-2-yl)amino)phenyl)propionamide CN(CCN(C1=C(C=C(C=C1)NC1=NC=C(C(=N1)C1=CNC2=CC(=CC=C12)F)C(F)(F)F)NC(CC)=O)CC)C